C(#N)C1=C(C=CC=C1CC(=O)N[C@H]1C(CCC[C@@H]1N1CCN(CC1)C(C)C)(F)F)C1=CC(=CC(=C1)F)F 2-(2-cyano-3',5'-difluoro-[1,1'-biphenyl]-3-yl)-N-((1R,6S)-2,2-difluoro-6-(4-isopropylpiperazin-1-yl)cyclohexyl)acetamide